C[SiH](OCC)C1=CC=CC=C1 Methyl-phenyl-ethoxysilane